(S)-N-(2-chloro-6-(4-chlorophenoxy)pyridin-4-yl)-4-(methylsulfonyl)-3,4-Dihydro-2H-thieno[3,2-g]chromene-7-carboxamide ClC1=NC(=CC(=C1)NC(=O)C1=CC=2C=C3[C@H](CCOC3=CC2S1)S(=O)(=O)C)OC1=CC=C(C=C1)Cl